difluoroethan-1-one FCC(=O)F